2-benzyl-7-bromo-1-tetralone C(C1=CC=CC=C1)C1C(C2=CC(=CC=C2CC1)Br)=O